COC1=CC=C(CN(C2=NC=C3C=C(C=NC3=C2)C=2C=C(C=CC2C)NC(=O)C2=NC=CC(=C2)C(F)(F)F)C)C=C1 N-(3-(7-((4-methoxybenzyl)(methyl)amino)-1,6-naphthyridin-3-yl)-4-methylphenyl)-4-(trifluoromethyl)pyridineamide